tert-butyl (3R)-3-[5-chloro-6-(2-cyano-3,6-difluoro-phenoxy)-4-oxo-quinazolin-3-yl]-1-oxa-8-azaspiro[4.5]decane-8-carboxylate ClC1=C2C(N(C=NC2=CC=C1OC1=C(C(=CC=C1F)F)C#N)[C@H]1COC2(C1)CCN(CC2)C(=O)OC(C)(C)C)=O